2-(1-((6-(3,5-dichlorophenyl)-3-fluoro-2-hydroxypyridin-4-yl)methyl)piperidin-4-yl)acetic acid methyl ester COC(CC1CCN(CC1)CC1=C(C(=NC(=C1)C1=CC(=CC(=C1)Cl)Cl)O)F)=O